C(C)C1=C(C=CC(=C1)O)N=C(N)C1=C(C=2N(N=C1)C=C(C2)C=2C=NC(=CC2C)OC)NC[C@@H]2N(CC1(CC1)C2)C(=O)OC(C)(C)C tert-butyl (6R)-6-[[[3-[N'-(2-ethyl-4-hydroxy-phenyl)carbamimidoyl]-6-(6-methoxy-4-methyl-3-pyridyl)pyrrolo[1,2-b]pyridazin-4-yl]amino]methyl]-5-azaspiro[2.4]heptane-5-carboxylate